FMOC-phenylglycine C(=O)(OCC1C2=CC=CC=C2C2=CC=CC=C12)NC(C1=CC=CC=C1)C(=O)O